COC=1N(C=C(N1)C)C(=O)NCCCC1=CC=CC=C1 Methoxy-4-methyl-N-(3-phenylpropyl)-1H-imidazole-1-carboxamide